BrCCCCCCCSC1=C2C(N(C(C2=CC=C1)=O)C1C(NC(CC1)=O)=O)=O 4-((7-Bromoheptyl)thio)-2-(2,6-dioxopiperidin-3-yl)isoindoline-1,3-dione